BrC1=CC=CC(=N1)CP(OCC)(OCC)=O diethyl (6-bromopyridin-2-yl)methylphosphonate